2-((3,4-dichlorophenoxy)methyl)oxirane ClC=1C=C(OCC2OC2)C=CC1Cl